(2-(2,6-dibenzhydryl-4-methylphenyl)-5-mesityl-2,3-dihydroimidazo[1,5-a]pyridin-3-yl)gold(I) chloride C(C1=CC=CC=C1)(C1=CC=CC=C1)C1=C(C(=CC(=C1)C)C(C1=CC=CC=C1)C1=CC=CC=C1)N1C(N2C(C=CC=C2C2=C(C=C(C=C2C)C)C)=C1)[Au-]Cl